FC=1C=C2C=C(NC2=CC1CNC(=O)C=1N=C2N(C(C1)=O)C=CC=C2)CN2[C@@H](CC(CC2)(C)C)C (R)-N-((5-fluoro-2-((2,4,4-trimethylpiperidin-1-yl)methyl)-1H-indol-6-yl)methyl)-4-oxo-4H-pyrido[1,2-a]pyrimidine-2-carboxamide